BrC1=C(C(N(C(=C1)C)C)=O)Cl 4-bromo-3-chloro-1,6-dimethyl-1,2-dihydropyridin-2-one